5-fluoro-N-(5-((4-ethylpiperazin-1-yl)methyl)pyridin-2-yl)-4-(1-isopropyl-1H-pyrazol-4-yl)pyrimidin-2-amine FC=1C(=NC(=NC1)NC1=NC=C(C=C1)CN1CCN(CC1)CC)C=1C=NN(C1)C(C)C